Kalium-Oxid [O-2].[K+].[K+]